5-(4-fluoro-1-isopropyl-2-methyl-1H-benzo[d]imidazol-6-yl)-N-(2-methyl-2-azaspiro[3.3]heptan-6-yl)pyrrolo[2,1-f][1,2,4]triazin-2-amine FC1=CC(=CC=2N(C(=NC21)C)C(C)C)C=2C=CN1N=C(N=CC12)NC1CC2(CN(C2)C)C1